4-[5-(2-amino-1-hydroxyethyl)pyrimidin-2-yl]-3-[5-(3-fluorophenyl)-2-methylpyrazol-3-yl]oxybenzonitrile NCC(O)C=1C=NC(=NC1)C1=C(C=C(C#N)C=C1)OC=1N(N=C(C1)C1=CC(=CC=C1)F)C